tert-Butyl 4-[[4-(3-cyanophenyl)-5-(2,6-dimethyl-4-pyridyl)thiazol-2-yl]carbamoyl]-3,3-dimethyl-piperazine-1-carboxylate C(#N)C=1C=C(C=CC1)C=1N=C(SC1C1=CC(=NC(=C1)C)C)NC(=O)N1C(CN(CC1)C(=O)OC(C)(C)C)(C)C